COC(=O)N1[C@H](CCC2=C3C(=CC=C12)N(C(=N3)CCC=3OC(=CN3)C)C3CCCCC3)C trans-4-[(7S)-6-(Methoxycarbonyl)-7-methyl-2-[2-(5-methyl-1,3-oxazol-2-yl)ethyl]-3H,6H,7H,8H,9H-imidazo[4,5-f]chinolin-3-yl]cyclohexan